C(#N)C=1C=NN2C1C(=CC(=C2)C=2C=NN(C2C)C2CCN(CC2)C(=O)OC(C)(C)C)SC=2N=CC=C1C2N(N=C1)C t-Butyl 4-[4-[3-cyano-4-(1-methylpyrazolo[3,4-c]pyridin-7-yl)sulfanyl-pyrazolo[1,5-a]pyridin-6-yl]-5-methyl-pyrazol-1-yl]piperidine-1-carboxylate